Cl.FC1=C(C=C(C=C1C[C@@H]1NCC2(CC2)[C@@H]1NS(=O)(=O)CF)F)C1=CC=CC=C1 N-((6S,7S)-6-((2,5-difluoro-[1,1'-biphenyl]-3-yl)methyl)-5-azaspiro[2.4]heptane-7-yl)-1-fluoromethanesulfonamide hydrochloride